CC1=C(C=C(C=C1)C=1CCN(CC1)C(=O)OC(C)(C)C)C(N[C@H](C)C1=CC=CC2=CC=CC=C12)=O tert-butyl 4-[4-methyl-3-[[(1R)-1-(1-naphthyl)ethyl]carbamoyl]phenyl]-3,6-dihydro-2H-pyridine-1-carboxylate